propargyl α-L-fucopyranoside O([C@H]1[C@@H](O)[C@H](O)[C@H](O)[C@@H](O1)C)CC#C